FC=1C=C2C(=CN=CC2=CC1)O 6-fluoroisoquinolin-4-ol